2-(1-benzothien-3-yl)-5-(1H-pyrrolo[2,3-b]pyridin-4-yl)-1H-pyrrole-3-carboxamide S1C=C(C2=C1C=CC=C2)C=2NC(=CC2C(=O)N)C2=C1C(=NC=C2)NC=C1